OCC=1C=C(C=CC1)NC=1C(N(C=CC1)C)=O 3-((3-(hydroxymethyl)phenyl)amino)-1-methylpyridin-2(1H)-one